C1(CC1)COC=1C=C(C=CC1OC)C(CN1C(=CC(C=C1C)=O)C)(O[Si](C)(C)C)C#N (2-(3-cyclopropylmethoxy-4-methoxyphenyl)-2-cyano-2-(trimethylsilyloxy)ethyl)-2,6-dimethylpyridin-4(1H)-one